BrC1(C(NC2=C(C=C(C(=C12)C1=NC=C(C=N1)F)C(F)(F)F)F)=O)Br 3,3-dibromo-7-fluoro-4-(5-fluoropyrimidin-2-yl)-5-(trifluoromethyl)indolin-2-one